N,N''-bis(3-aminopropyl)butane-1,4-diamine C(CCNCCCN)CNCCCN